C(C)(C)(C)OC(=O)N1CC=2N(C[C@@H]1C)N=CC2NCCNC(=O)OCC2=CC=CC=C2 (6S)-3-[2-(benzyloxycarbonylamino)ethylamino]-6-methyl-6,7-dihydro-4H-pyrazolo[1,5-a]pyrazine-5-carboxylic acid tert-butyl ester